[K].C(C)C(CC)/C(=C/C(C(CC)CC)=O)/O (Z)-3,7-diethyl-6-oxonon-4-en-4-ol potassium